FC(OC1=CC=C(C=C1)C(C)N1N=CN2C(C1=O)=C1C(=N2)CC(NC1)C)F 2-(1-(4-(difluoromethoxy)phenyl)ethyl)-8-methyl-7,8,9,10-tetrahydropyrido[4',3':3,4]pyrazolo[1,5-d][1,2,4]triazin-1(2H)-one